NC=1C(NC(N(N1)C1=CC(=C(C(=C1)Cl)OC=1C=C2C(=CC(=NC2=CC1)C=1SC(=CC1)C)C)Cl)=O)=O 6-amino-2-(3,5-dichloro-4-((2-(5-methylthiophene-2-yl)-4-methylquinolin-6-yl)oxy)phenyl)-1,2,4-triazine-3,5(2H,4H)-dione